NC=1C=C(C=C2C=C(N=CC12)NC(=O)[C@H]1[C@@H](C1)F)N1C(OC[C@H]1C)=O (1S,2R)-N-(8-amino-6-((R)-4-methyl-2-oxooxazolidin-3-yl)isoquinolin-3-yl)-2-fluorocyclopropane-1-carboxamide